C(C1=CC=CC=C1)N(S(=O)(=O)C=1SC=CC1)C#CC=1C(=C(C(=O)OC)C=CC1)N1C=CC=C1 Methyl 3-((N-benzylthiophen-2-sulfonamido)ethynyl)-2-(1H-pyrrol-1-yl)benzoate